(R)-1-(4-fluorophenyl)-1-[2-(piperazin-1-yl)pyrimidin-5-yl]ethylamine FC1=CC=C(C=C1)[C@](C)(C=1C=NC(=NC1)N1CCNCC1)N